2-(Ethoxymethyl)-9-(2-isopropoxyethoxy)-1-methyl-1H-imidazo[4,5-c]quinolin-4-amine C(C)OCC=1N(C2=C(C(=NC=3C=CC=C(C23)OCCOC(C)C)N)N1)C